BrC=1C=C(C=2N(C1)C=C(N2)C)O 6-bromo-2-methyl-imidazo[1,2-a]pyridin-8-ol